4-{[(6-Chloropyridin-3-yl)methyl](2,4,5-trifluorobenzyl)amino}furan ClC1=CC=C(C=N1)CN(C=1C=COC1)CC1=C(C=C(C(=C1)F)F)F